N7-benzyl-2-(methoxymethyl)pyrazolo[1,5-a]pyrimidine-3,7-dicarboxamide C(C1=CC=CC=C1)NC(=O)C1=CC=NC=2N1N=C(C2C(=O)N)COC